C([C@@H]1[C@@H]([C@@H]([C@H]([C@H](O1)O)O)O)O)OS(=O)(=O)O The molecule is a D-galactose 6-sulfate that has alpha configuration at the anomeric centre. It is a D-galactose 6-sulfate and a monosaccharide sulfate. It derives from a D-galactose.